Cl.CP(=O)(C)CN dimethylphosphorylmethylamine HCl